COC1=CC=2N(C=C1S(=O)(=O)C1(CC1)C)C=CN2 7-methoxy-6-((1-methylcyclopropyl)sulfonyl)imidazo[1,2-a]pyridine